C=CCO[C@@]1(C[C@H]([C@H]([C@H](O1)[C@@H](CO)O)O)O[C@@]2(C[C@H]([C@H]([C@H](O2)[C@@H](CO)O)O)O)C(=O)O)C(=O)O The molecule is a disaccharide derivative consisting of two 3-deoxy-alpha-D-manno-oct-2-ulopyranonosyl units joined via an alpha-(2->4)-linkage with an O-allyl group at the anomeric centre. It has a role as an antigen.